2-(6,7-dihydro-5H-pyrrolo[1,2-c]imidazol-1-yl)-2-(6-ethynyl-4-fluoro-1-oxo-isoindolin-2-yl)-N-thiazol-2-yl-acetamide Potassium carbonate C([O-])([O-])=O.[K+].C1(=C2N(C=N1)CCC2)C(C(=O)NC=2SC=CN2)N2C(C1=CC(=CC(=C1C2)F)C#C)=O.[K+]